N-vinyl-4-methyl-2-caprolactam C(=C)N1C(C1CC(CC)C)=O